O=C1NC=CC(=C1)CCC(=O)O 3-(2-Oxo-1,2-dihydropyridin-4-yl)propionic acid